C(C1=CC=CC=C1)NC(N(C1=NC=C(C=C1)C=1C=NN(C1)C)[C@@H]1CC[C@H](CC1)NC1=NC=C(C(=N1)NCC1CSC1)C#N)=O 3-benzyl-1-(trans-4-((5-cyano-4-((thietan-3-ylmethyl)amino)-pyrimidin-2-yl)amino)-cyclohexyl)-1-(5-(1-methyl-1H-pyrazol-4-yl)pyridin-2-yl)urea